C(C)(C)N(CCC1=CNC2=C(C=CC=C12)OC(CCCCC(=O)O)=O)C(C)C 6-((3-(2-(diisopropylamino)ethyl)-1H-indol-7-yl)oxy)-6-oxohexanoic acid